C1(=CC=CC=C1)[C@H]1[C@@H](C1)NC(=O)N1CCC(CC1)=CC1=CC(=CC=C1)OC1=NC=C(C=C1)CO 4-[3-(5-hydroxymethyl-pyridin-2-yloxy)-benzylidene]-piperidine-1-carboxylic acid ((1R,2S)-2-phenyl-cyclopropyl)-amide